ClC1=CC(=C(CN2[C@H](CN(CC2)C(=O)OC(C)(C)C)C)C(=C1)C)I tert-butyl (S)-4-(4-chloro-2-iodo-6-methylbenzyl)-3-methylpiperazine-1-carboxylate